(3-(6,7-dichloro-3-(1H-pyrazol-4-yl)-1H-indol-2-yl)-1H-1,2,4-triazol-5-yl)methanol ClC1=CC=C2C(=C(NC2=C1Cl)C1=NNC(=N1)CO)C=1C=NNC1